tributyl-ammonium bromide phosphate P(=O)([O-])([O-])[O-].[Br-].C(CCC)[NH+](CCCC)CCCC.C(CCC)[NH+](CCCC)CCCC.C(CCC)[NH+](CCCC)CCCC.C(CCC)[NH+](CCCC)CCCC